N-(Benzo[b]thiophen-2-yl)-4-methoxy-2-((4-methylphenyl)sulfonamido)benzamid S1C2=C(C=C1NC(C1=C(C=C(C=C1)OC)NS(=O)(=O)C1=CC=C(C=C1)C)=O)C=CC=C2